2-azidoethyl (N-(2-(2-(((2R,3R,4S,5S,6R)-3,4,5-trihydroxy-6-(hydroxymethyl)tetrahydro-2H-pyran-2-yl)oxy)ethoxy)ethyl)sulfamoyl)carbamate O[C@H]1[C@@H](O[C@@H]([C@H]([C@@H]1O)O)CO)OCCOCCNS(=O)(=O)NC(OCCN=[N+]=[N-])=O